FC1=C(CN2C(C3=NC=CC=C3C2=O)([2H])[2H])C(=CC(=C1)C=1C=C2C=NN(C2=CC1)C([2H])([2H])[2H])F 6-(2,6-difluoro-4-(1-(methyl-d3)-1H-indazol-5-yl)benzyl)-6,7-dihydro-5H-pyrrolo[3,4-b]pyridin-5-one-7,7-d2